(2S,5R)-2-(N-(2-Hydroxyethyl) carbamimidoyl)-7-oxo-1,6-diazabicyclo[3.2.1]octan-6-yl hydrogen sulfate S(=O)(=O)(ON1[C@@H]2CC[C@H](N(C1=O)C2)C(NCCO)=N)O